tert-butyl(1,1-dimethyl-7-(4-(trifluoromethyl)-1H-pyrazol-1-yl)isochroman-4-yl)(methyl)carbamate C(C)(C)(C)OC(N(C)C1COC(C2=CC(=CC=C12)N1N=CC(=C1)C(F)(F)F)(C)C)=O